C(C)(=O)[C@H]1N(CCC1)C(=O)OC(C)(C)C tert-butyl (S)-2-acetylpyrrolidine-1-carboxylate